C(C)(C)(C)C1=NN=C(O1)[C@@H]1C[C@H](CC1)C1=CC(=NN1)NC1=C(C2=C(NS(C2)(=O)=O)C=C1)F trans-5-((5-(3-(5-(tert-butyl)-1,3,4-oxadiazol-2-yl)cyclopentyl)-1H-pyrazol-3-yl)amino)-4-fluoro-1,3-dihydrobenzo[c]isothiazole 2,2-dioxide